COC=1C=C(C(=C)C)C=CC1OC 3,4-dimethoxy-α-methylstyrene